3-(1'-oxo-5',7'-dihydro-1'H-spiro[azetidine-3,6'-cyclopenta[f]isoindol]-2'(3'H)-yl)piperidine-2,6-dione O=C1N(CC=2C=C3C(=CC12)CC1(C3)CNC1)C1C(NC(CC1)=O)=O